C(C)(C)C1(C=CC=C1)[Pt](C)(C)C (iso-propylcyclopentadienyl)trimethyl-platinum (IV)